C1(=CC(=CC=C1)N1N=C(C=C1)O)C 1-(m-tolyl)-1H-pyrazol-3-ol